C(#N)C1CCCC1 Cyanocyclopentane